4-[(1S)-1-(5-chloro-2-pyridinyl)ethyl]-4-hydroxy-piperidine-1-carboxylic acid tert-butyl ester C(C)(C)(C)OC(=O)N1CCC(CC1)(O)[C@@H](C)C1=NC=C(C=C1)Cl